ClC=1C=2C(N=C3N(C2C=CC1)C1=CC=C(C=C1C3(C)C)C3CCN(CC3)CC3CCC(CC3)NC3=C1C(N(C(C1=CC=C3)=O)C3C(NC(CC3)=O)=O)=O)=O 4-(((1r,4r)-4-((4-(4-chloro-7,7-dimethyl-5-oxo-5,7-dihydroindolo[1,2-a]quinazolin-9-yl)piperidin-1-yl)methyl)cyclohexyl)amino)-2-(2,6-dioxopiperidin-3-yl)isoindoline-1,3-dione